C1(CCC1)N1N=C(C(=C1)B1OC(C(O1)(C)C)(C)C)C(C#N)(C)C 2-(1-cyclobutyl-4-(4,4,5,5-tetramethyl-1,3,2-dioxaborolan-2-yl)-1H-pyrazol-3-yl)-2-methylpropanenitrile